3-dodecyl benzenesulfonate sodium salt [Na].C1(=CC=CC=C1)S(=O)(=O)OC(CC)CCCCCCCCC